5-(5-chloropyrimidin-2-yl)oxy-4-ethyl-2-(trifluoromethyl)quinazoline ClC=1C=NC(=NC1)OC1=C2C(=NC(=NC2=CC=C1)C(F)(F)F)CC